3-(2-Butyl-7-methoxy-2-propyl-3,4-dihydrochromen-4-yl)phenol C(CCC)C1(OC2=CC(=CC=C2C(C1)C=1C=C(C=CC1)O)OC)CCC